N-(3-((4-((2-(6-methylpyridin-2-yl)pyrimidin-4-yl)amino)pyrimidin-2-yl)amino)phenyl)piperidine-3-carboxamide CC1=CC=CC(=N1)C1=NC=CC(=N1)NC1=NC(=NC=C1)NC=1C=C(C=CC1)NC(=O)C1CNCCC1